FC12CC(C1)(C2)N2C(C(N(C=C2)CC2=NOC(=C2)C2=NC=CC=C2)=O)=O 1-(3-fluorobicyclo[1.1.1]pentan-1-yl)-4-((5-(pyridin-2-yl)isoxazol-3-yl)methyl)-1,4-dihydropyrazine-2,3-dione